FC(C1=C(CNC(=O)C2=CC(=CC=3NC=NC32)NC(=O)C3=C(C=CC=C3)C(F)(F)F)C=CC=C1)(F)F N-[2-(trifluoromethyl)benzyl]-6-({[2-(trifluoromethyl)phenyl]carbonyl}amino)-1H-benzoimidazole-4-carboxamide